C(C)(C)(C)OC(=O)NC=1C=C2C(C(NC2=CC1C(=O)OC)=O)(C(=O)OC)C dimethyl 5-((tert-butoxycarbonyl)amino)-3-methyl-2-oxoindoline-3,6-dicarboxylate